[35S]L-methionine N[C@@H](CC[35S]C)C(=O)O